C1(=CC=C(C=C1)C)CC(=O)O.C(C)(=O)OC1=CC=C(C=C1)C (4-methylphenyl) acetate (PARA-CRESYL ACETATE)